Cl.NCN1C(NC(C1C1=C(N=CS1)C)=O)=O (aminomethyl)-5-(4-methyl-1,3-thiazol-5-yl)imidazolidine-2,4-dione hydrochloride